C1[C@H]([C@H]([C@@H](C(O1)C2=NC3=NC(=NC(=C3N2)N)F)O)O)O arabinosyl-2-fluoroadenine